COC(C(CC=1C(=NC(=CC1C1=C(C=C(C=C1)F)F)Cl)Cl)(C)C)=O 3-(2,6-dichloro-4-(2,4-difluorophenyl)pyridin-3-yl)-2,2-dimethylpropionic acid methyl ester